20α-Hydroxycholesterol CC(C)CCC[C@@](C)([C@H]1CC[C@@H]2[C@@]1(CC[C@H]3[C@H]2CC=C4[C@@]3(CC[C@@H](C4)O)C)C)O